6-Chloro-3-methyl-1,2,4-triazolo[3,4-a]phthalazine ClC1=NN2C(C3=CC=CC=C13)=NN=C2C